FC1=CC=C(C=C1)S(=O)(=O)NC1=C(C=CC(=C1)CNC)C1=CC=CC=C1 4-Fluoro-N-(4-((methylamino)methyl)-[1,1'-biphenyl]-2-yl)benzenesulfonamide